C1(=CC=CC=C1)COCCN 2-phenylmethoxyethanamine